ClC=1C=CC(=C(C1)C1=CC(=C(N=N1)OCCN1CCCC1)NC1=CC(=NC=C1)NC(=O)C1CC1)F N-(4-{[6-(5-chloro-2-fluoro-phenyl)-3-[2-(pyrrolidin-1-yl)-ethoxy]pyridazin-4-yl]amino}-pyridin-2-yl)cyclopropane-carboxamide